ClC1=C(C=C(C(=O)O)C=C1F)N1C(NC(CC1)=O)=O 4-Chloro-3-(2,4-dioxotetrahydropyrimidin-1(2H)-yl)-5-fluorobenzoic acid